COC1=C(CN2C(C3=CC(=CC=C3C(=C2)C2=C(C=CC=C2)C)CNC(OC(C)(C)C)=O)=O)C=CC(=C1)OC tert-butyl ((2-(2,4-dimethoxybenzyl)-1-oxo-4-(o-tolyl)-1,2-dihydroisoquinolin-7-yl)methyl)carbamate